(methylsulfanyl)ethanol CSC(C)O